5-amino-4-succinimidyl-5-aminoimidazole NC1(C(=NC=N1)N1C(CCC1=O)=O)N